N-4-pyridylcyclohexanecarboxamide N1=CC=C(C=C1)NC(=O)C1CCCCC1